(2-chloro-4-((3-(3-fluoro-4-methoxyphenyl)imidazo[1,2-a]pyrazin-8-yl)amino)phenyl)methanone hydrochloride Cl.ClC1=C(C=CC(=C1)NC=1C=2N(C=CN1)C(=CN2)C2=CC(=C(C=C2)OC)F)C=O